C(C1=CC=CC=C1)[C@](C(C(F)(F)F)C)(C)NC(=O)C=1C=NC2=C(C=CC=C2C1)F N-[(1S)-1-benzyl-3,3,3-trifluoro-1-methyl-methyl-propyl]-8-fluoro-quinoline-3-carboxamide